2,2-Difluoro-5a-methyl-5a,6,7,8-tetrahydro-5H-cyclopenta[b][1,3]dioxolo[4,5-g]quinoline FC1(OC=2C(=CC=3C=C4C(NC3C2)(CCC4)C)O1)F